COC1=CC=C2CNC(C2=C1)=O 6-methoxy-2,3-dihydroisoindol-1-one